OC1(CN(CC1)S(=O)(=O)C1=CC=C(C)C=C1)C 3-hydroxy-3-methyl-1-tosylpyrrolidine